(S)-8-(difluoromethoxy)-4'-fluoro-6-(trifluoromethyl)-2',3'-dihydro-3H-spiro[imidazo[1,2-a]pyridine-2,1'-indene]-5'-thiol FC(OC=1C=2N(C=C(C1)C(F)(F)F)C[C@@]1(CCC3=C(C(=CC=C13)S)F)N2)F